tertamyl peroxyneodecanoate C(CCCCCC(C)(C)C)(=O)OOC(C)(C)CC